3-(4-methoxyphenyl)-1-phenyl-1-propanone COC1=CC=C(C=C1)CCC(=O)C1=CC=CC=C1